OCC1=C[C@H]([C@@H](CC1)C(=C)C)C1=C(C=C(C=C1O)CCCCC)O 2-[(1R,6R)-3-(Hydroxymethyl)-6-isopropenyl-2-cyclohexen-1-yl]-5-pentyl-1,3-benzenediol